ClC1=C(C(=CC(=C1)F)Cl)NC=1N(C2=NC(=NC=C2N1)NC1CCOCC1)C1CCC(CC1)(C(=O)N)C (1s,4s)-4-(8-(2,6-dichloro-4-fluorophenylamino)-2-(tetrahydro-2H-pyran-4-ylamino)-9H-purin-9-yl)-1-methylcyclohexanecarboxamide